methyl-2-(3-((tetrahydro-2H-pyran-2-yl)oxy)isoxazol-5-yl)butanoate COC(C(CC)C1=CC(=NO1)OC1OCCCC1)=O